ClC1=C(C(=O)N([C@H](CC(C)C)C(=O)O)NC(CC2CCCCC2)=O)C=C(C=C1)Cl (R)-N-(2,5-dichlorobenzoyl)-2-cyclohexylacetamido-D-leucine